(s)-Harmine C1(C)=NC=CC=2C3=CC=C(OC)C=C3NC12